4-(cyclohexylamino)-3-(2-(2-fluorobenzyl)-2H-tetrazol-5-yl)-N-methylbenzenesulfonamide C1(CCCCC1)NC1=C(C=C(C=C1)S(=O)(=O)NC)C=1N=NN(N1)CC1=C(C=CC=C1)F